1-(2,6-Difluoro-4-methoxyphenyl)-2-[4-(difluoromethoxy)benzamido]-N-(2-hydroxyethyl)-1H-imidazole-4-carboxamide FC1=C(C(=CC(=C1)OC)F)N1C(=NC(=C1)C(=O)NCCO)NC(C1=CC=C(C=C1)OC(F)F)=O